3-acetyl-7-((4-(3-isopropyl-2-methyl-2H-indazol-5-yl)pyrimidin-2-yl)amino)-4-(((1R,5S)-8-methyl-8-azabicyclo[3.2.1]oct-3-yl)amino)-2H-benzopyran-2-one C(C)(=O)C=1C(OC2=C(C1NC1C[C@H]3CC[C@@H](C1)N3C)C=CC(=C2)NC2=NC=CC(=N2)C2=CC3=C(N(N=C3C=C2)C)C(C)C)=O